methyl 2-amino-3-((3-((2-ethylhexyl) oxy)-3-oxopropyl) thio)-5-methylbenzoate NC1=C(C(=O)OC)C=C(C=C1SCCC(=O)OCC(CCCC)CC)C